N,N,3,5-tetramethylpyrrolidine-3-carboxamide CN(C(=O)C1(CNC(C1)C)C)C